3-(N,N-di-n-propylamino)propanol C(CC)N(CCC)CCCO